8-(5-Chloro-3-(trifluoromethyl)pyridin-2-yl)-9-(4-((1-(3,3-difluoropropyl)azetidin-3-yl)methyl)phenyl)-6,7-dihydro-5H-benzo[7]annulen ClC=1C=C(C(=NC1)C=1CCCC2=C(C1C1=CC=C(C=C1)CC1CN(C1)CCC(F)F)C=CC=C2)C(F)(F)F